N-[(2R)-6-(difluoromethyl)-2-(hydroxymethyl)-2-methyl-3H-benzofuran-5-yl]pyrazolo[1,5-a]pyrimidine-3-carboxamide FC(C1=CC2=C(C[C@](O2)(C)CO)C=C1NC(=O)C=1C=NN2C1N=CC=C2)F